C12(CC3CC(CC(C1)C3)C2)CN2CCN(CC2)CCC2=NN(C(=C2C)C2=CC=C(C=C2)Cl)C2=C(C=C(C=C2)Cl)Cl 1-(((3r,5r,7r)-adamantan-1-yl)methyl)-4-(2-(5-(4-chloro-phenyl)-1-(2,4-dichloro-phenyl)-4-methyl-1H-pyrazol-3-yl)ethyl)piperazine